n-Butyl 4-oxopentanoate CCCCOC(=O)CCC(=O)C